2,2'-[1,2-ethanediylbis[(carboxymethyl)imino]]bis-Glycine C(CN(CC(=O)O)C(N)C(=O)O)N(CC(=O)O)C(N)C(=O)O